ClC=1N=C(C2=C(N1)CCCS2(=O)=O)NC=2C=C1C(NC=NC1=CC2)=O 6-((2-chloro-5,5-dioxido-7,8-dihydro-6H-thiopyrano[3,2-d]pyrimidin-4-yl)amino)quinazolin-4(3H)-one